(2R,3R,4R,5R)-5-(2-amino-6-(methylamino)-9H-purin-9-yl)-2-((2-cyclohexylacetoxy) methyl)-4-fluoro-4-methyltetrahydrofuran-3-yl 3-methylbutanoate CC(CC(=O)O[C@@H]1[C@H](O[C@H]([C@]1(C)F)N1C2=NC(=NC(=C2N=C1)NC)N)COC(CC1CCCCC1)=O)C